C12CC(CC2C1)N1C(C(N(C=C1)CC=1SC(=NN1)C1=C(C=CC=C1)F)=O)=O 1-((cis)-bicyclo[3.1.0]hexan-3-yl)-4-((5-(2-fluorophenyl)-1,3,4-thiadiazol-2-yl)methyl)-1,4-dihydropyrazine-2,3-dione